N-(1-((4-amino-2,2-dioxo-1H-benzo[c][1,2,6]thiadiazin-5-yl)oxy)-2-methyl-propan-2-yl)isonicotinamide NC=1C2=C(NS(N1)(=O)=O)C=CC=C2OCC(C)(C)NC(C2=CC=NC=C2)=O